NC=1C(=NC(=CN1)C1=CC=C(C=C1)N1CCN(CC1)C(C)C)C=1C=C2CCNC(C2=CC1)=O 6-(3-amino-6-(4-(4-isopropylpiperazin-1-yl)phenyl)pyrazin-2-yl)-3,4-dihydroisoquinolin-1(2H)-one